4-{(biphenyl-4-yl)-(p-terphenyl-4-yl)amino}-4'-{(biphenyl-4-yl)-phenylamino}-2-phenyl-biphenyl C1(=CC=C(C=C1)N(C1=CC(=C(C=C1)C1=CC=C(C=C1)N(C1=CC=CC=C1)C1=CC=C(C=C1)C1=CC=CC=C1)C1=CC=CC=C1)C1=CC=C(C=C1)C1=CC=C(C=C1)C1=CC=CC=C1)C1=CC=CC=C1